calcium lauroyl taurate NCCS(=O)(=O)OC(CCCCCCCCCCC)=O.[Ca]